[8-acetyl-6,7-dideuterio-1,5-dimethyl-8-azabicyclo[3.2.1]oct-2-en-3-yl] trifluoromethanesulfonate FC(S(=O)(=O)OC1=CC2(C(C(C(C1)(N2C(C)=O)C)[2H])[2H])C)(F)F